1-(4-(1,3-Dioxolan-2-yl)phenyl)-5-cyclopropyl-1H-pyrazole O1C(OCC1)C1=CC=C(C=C1)N1N=CC=C1C1CC1